O1COC2=C1C=CC(=C2)C2=NC(=NC=C2)NCC2=CC(=CC(=C2)Cl)Cl 4-(1,3-benzodioxol-5-yl)-N-[(3,5-dichlorophenyl)methyl]pyrimidin-2-amine